C1(=CC(=CC=C1)NC(=O)N1[C@H]2CC[C@@H]1CC=1C(=NC=CC12)F)C1=CC=CC=C1 (5S,8R)-N-([1,1'-biphenyl]-3-yl)-1-fluoro-6,7,8,9-tetrahydro-5H-5,8-epiminocyclohepta[c]pyridine-10-carboxamide